7-Bromo-2-{[(3-fluorophenyl)(methyl)amino]methyl}quinazolin-4-ol BrC1=CC=C2C(=NC(=NC2=C1)CN(C)C1=CC(=CC=C1)F)O